P(=O)(OCC)(OCCCC)OCCCC ethyl di-(1-butyl) phosphate